N-(2,6-dichlorobenzoyl)-N'-(ethyl)-N'-(3,4-dichlorophenyl)urea ClC1=C(C(=O)NC(=O)N(C2=CC(=C(C=C2)Cl)Cl)CC)C(=CC=C1)Cl